CC1C(=O)OCCCC1 methylhexanolide